N-(2,2-difluoro-3β,7β-dihydroxy-5β-cholan-24-oyl)aniline FC1([C@@H](C[C@H]2C[C@@H]([C@H]3[C@@H]4CC[C@H]([C@@H](CCC(=O)NC5=CC=CC=C5)C)[C@]4(CC[C@@H]3[C@]2(C1)C)C)O)O)F